BrC1=CC2=C(N(C(N(C2=O)CC)=O)CC2=CC=C(C=C2)Cl)N1 6-bromo-1-(4-chlorobenzyl)-3-ethyl-1,7-dihydro-2H-pyrrolo[2,3-D]pyrimidine-2,4(3H)-dione